4-(2-fluoro-6-methoxyphenyl)-2-(6-(4-(oxetan-3-yl)piperazin-1-yl)pyridin-2-yl)-2,3-dihydro-1H-pyrrolo[3,4-c]pyridin-1-one FC1=C(C(=CC=C1)OC)C1=NC=CC2=C1CN(C2=O)C2=NC(=CC=C2)N2CCN(CC2)C2COC2